BrC=1C=C(C=CC1)C1C(OC(CC1)=O)=O 3-(3-bromophenyl)oxane-2,6-dione